5-Fluoro-7-(trifluoromethyl)-1-(2-(trifluoromethyl)pyridin-3-yl)quinazoline-2,4(1H,3H)-dione FC1=C2C(NC(N(C2=CC(=C1)C(F)(F)F)C=1C(=NC=CC1)C(F)(F)F)=O)=O